FC=1C=C2C(C(=CN(C2=CC1N1[C@H](CCC1)COC1=NC=CC=C1)C=1SC=NN1)C(=O)O)=O (R)-6-fluoro-4-oxo-7-(2-((pyridin-2-yloxy)methyl)pyrrolidin-1-yl)-1-(1,3,4-thiadiazol-2-yl)-1,4-dihydroquinoline-3-carboxylic acid